4-(4-(4-(1-(2-hydroxyethyl)-1H-1,2,3-triazol-4-yl)phenyl)-2-oxopyridin-1(2H)-yl)-2-methyl-2-(methylsulfonyl)-N-((tetrahydro-2H-pyran-2-yl)oxy)butanamide OCCN1N=NC(=C1)C1=CC=C(C=C1)C1=CC(N(C=C1)CCC(C(=O)NOC1OCCCC1)(S(=O)(=O)C)C)=O